methyl 5-cyano-2-cyclopropylbenzoate C(#N)C=1C=CC(=C(C(=O)OC)C1)C1CC1